CC1=CC(=NN1)NC=1C2=C(N=C(N1)N1CCC3(CCNC3=O)CC1)C=CS2 8-(4-((5-methyl-1H-pyrazol-3-yl)amino)thieno[3,2-d]pyrimidin-2-yl)-2,8-diazaspiro[4.5]decan-1-one